4-Bromo-1-ethyl-7-fluoro-5-methylindolin-2-one BrC1=C2CC(N(C2=C(C=C1C)F)CC)=O